tert-Butyl 2-{[1-(2-aminophenyl)ethyl]amino}acetate NC1=C(C=CC=C1)C(C)NCC(=O)OC(C)(C)C